1-(3,5-dichloro-4-methoxyphenyl)-4-methylpentan-1-one ClC=1C=C(C=C(C1OC)Cl)C(CCC(C)C)=O